perfluorotripentyl-amine FC(C(C(C(C(F)(F)F)(F)F)(F)F)(F)F)(N(C(C(C(C(C(F)(F)F)(F)F)(F)F)(F)F)(F)F)C(C(C(C(C(F)(F)F)(F)F)(F)F)(F)F)(F)F)F